[Cl-].C[N+](CCNCC=C)(C)C trimethyl-[2-(prop-2-enylamino)ethyl]ammonium chloride